COC(C(C1=C2C(=CN=N1)C=NC=C2)N=C(C2=CC=CC=C2)C2=CC=CC=C2)=O.C(#N)C2=CC=C(C=C2)I para-cyanoiodobenzene methyl-2-(benzhydrylideneamino)-2-pyrido[3,4-d]pyridazin-1-yl-acetate